O[C@H](CCC=O)CO (4R)-4,5-dihydroxypentanal